CC(C)(C)OC(=O)N[C@@H]1CCNC[C@@H]1O tert-butyl n-[(3s,4r)-rel-3-hydroxypiperidin-4-yl]carbamate